C(C)(C)(C)OC(=O)N1CCN(CC1)C1=NC=NC2=CC(=C(C=C12)Cl)C1=NC(=CC(=C1C(F)(F)F)C)N 4-[7-[6-amino-4-methyl-3-(trifluoromethyl)pyridin-2-yl]-6-chloroquinazolin-4-yl]piperazine-1-carboxylic acid tert-butyl ester